N-[4-(methoxymethyl)piperidine-4-yl]-N-phenyl-propionamide COCC1(CCNCC1)N(C(CC)=O)C1=CC=CC=C1